N-cyclobutyl-2-(2-((2,2,2-trifluoroethyl)amino)pyrimidin-4-yl)-1-((2-(trimethylsilyl)ethoxy)methyl)-1H-pyrrolo[3,2-c]pyridin-6-amine C1(CCC1)NC1=CC2=C(C=N1)C=C(N2COCC[Si](C)(C)C)C2=NC(=NC=C2)NCC(F)(F)F